BrC1=NC=CC=C1F 2-bromo-3-fluoropyridine